C(CC)(=O)OC1=CC(=C(C(=C1)C)O)C(C)(C)C (3-tertiary butyl-4-hydroxy-5-methyl phenyl) propionate